(1R,2S)-1-amino-5-(difluoromethyl)-7-fluoro-2,3-dihydro-1H-inden-2-ol N[C@H]1[C@H](CC2=CC(=CC(=C12)F)C(F)F)O